4-((5H-dibenzo[b,f]azepin-5-yl)methyl)-N-hydroxybenzamide C1=CC=CC=2N(C3=C(C=CC21)C=CC=C3)CC3=CC=C(C(=O)NO)C=C3